C(=C)NC(C(CC)(C)C)=O N-vinyl-2,2-dimethylbutyramide